N-(5-bromoquinolin-8-yl)-4-methylbenzenesulfonamide BrC1=C2C=CC=NC2=C(C=C1)NS(=O)(=O)C1=CC=C(C=C1)C